N(C1=CC=CC=C1)C=1C(=O)N(C(C1)=O)C1=CC=CC=C1 2-anilino-N-phenylmaleimide